bis(3-pentyloxy)7-((2-oxaspiro[3.3]heptan-6-yl)amino)tridecanedioic acid bis(3-pentyloxy) ester CCC(CC)OOC(C(CCCCC(CCCCCC(=O)OOC(CC)CC)NC1CC2(COC2)C1)(OC(CC)CC)OC(CC)CC)=O